BrC=1C(=C(SC1)C(=O)O)OCC1=CC=C(C=C1)CCN1CCOCC1 4-bromo-3-[4-(2-morpholinoethyl)benzyloxy]thiophene-2-carboxylic acid